3-(6-(diphenylamino)pyridazin-3-yl)phenol C1(=CC=CC=C1)N(C1=CC=C(N=N1)C=1C=C(C=CC1)O)C1=CC=CC=C1